CC1=CC=C(C=C1)S(=O)(=O)CC(C(=O)OCC)=C ethyl 2-(toluene-4-sulfonylmethyl)-acrylate